C(CC)NC(O[C@@H]1C[C@@H](CC1)C1=CC(=NN1)NC(CC1=NC=C(C=C1)OC)=O)=O (1S,3R)-3-(3-{[(5-methoxypyridin-2-yl)acetyl]amino}-1H-pyrazol-5-yl)cyclopentyl propylcarbamate